5-(4-((3-ethyl-2-oxooxazolidin-5-yl)methoxy)phenyl)-2-oxo-6-(trifluoromethyl)-1,2-dihydropyridine-3-carboxamide C(C)N1C(OC(C1)COC1=CC=C(C=C1)C=1C=C(C(NC1C(F)(F)F)=O)C(=O)N)=O